COC=1C=C(C=CC1OC)C(=O)C1=CC(=C(C=C1)OC)OC (3,4-dimethoxy phenyl) ketone